N1(CCCCC1)C1=CC=C(OC2=CN=C(S2)NC(OC(C)(C)C)=O)C=C1 tert-butyl (5-(4-(piperidin-1-yl)phenoxy)thiazol-2-yl)carbamate